5-{3-fluoro-4-[4-({[5-(trifluoromethyl)pyridin-2-yl]methyl}carbamoyl)-1H-1,2,3-triazol-1-yl]butyl}-N-{[2-fluoro-5-(trifluoromethoxy)phenyl]methyl}-1,3,4-thiadiazole-2-carboxamide FC(CCC1=NN=C(S1)C(=O)NCC1=C(C=CC(=C1)OC(F)(F)F)F)CN1N=NC(=C1)C(NCC1=NC=C(C=C1)C(F)(F)F)=O